2-(4-(6-((4-chloro-2-fluorobenzyl)oxy)pyridin-2-yl)-2-fluorobenzyl)-1-(oxetan-2-ylmethyl)-1H-benzo[d]imidazole-6-carboxylic acid ClC1=CC(=C(COC2=CC=CC(=N2)C2=CC(=C(CC3=NC4=C(N3CC3OCC3)C=C(C=C4)C(=O)O)C=C2)F)C=C1)F